(R)-N-(((R)-2,8-difluoro-1,2,3,5,6,7-hexahydro-s-indacen-4-yl)carbamoyl)-6,6-dimethyl-N'-trityl-6,7-dihydro-5H-pyrazolo[5,1-b][1,3]oxazine-3-sulfonimidamide F[C@H]1CC2=C(C=3CCCC3C(=C2C1)NC(=O)N[S@](=O)(=NC(C1=CC=CC=C1)(C1=CC=CC=C1)C1=CC=CC=C1)C=1C=NN2C1OCC(C2)(C)C)F